F[C@@H]1CCCN(C1)C (3S,5R)-5-Fluoro-1-methylpiperidin